FC1=C(C(=C(C(=C1F)[N+](=O)[O-])F)F)C=1C(=C(C=2SC3=CC(=CC=C3SC2C1)C(=O)N)C1=C(C(=C(C(=C1F)F)[N+](=O)[O-])F)F)C(=O)N bis(2,3,5,6-tetrafluoro-4-nitrophenyl)thianthrene-2,8-dicarboxamide